4-methoxy-5-(3-(2-(2-(trifluoromethyl)phenyl)acetamido)propoxy)-2-nitrobenzoic acid methyl ester COC(C1=C(C=C(C(=C1)OCCCNC(CC1=C(C=CC=C1)C(F)(F)F)=O)OC)[N+](=O)[O-])=O